2-(benzo[d]oxazol-2-ylthio)-N-(2-chlorophenyl)acetamide O1C(=NC2=C1C=CC=C2)SCC(=O)NC2=C(C=CC=C2)Cl